(R)-(1'-(4-cyano-6-methylpyrimidin-2-yl)-2,3-dihydrospiro[indene-1,4'-piperidin]-2-yl)carbamic acid tert-butyl ester C(C)(C)(C)OC(N[C@@H]1CC2=CC=CC=C2C12CCN(CC2)C2=NC(=CC(=N2)C#N)C)=O